(R)-tert-butyl 4-(3-(1-hydroxy-3-morpholinopropyl) phenylamino)-4-oxobutanoate O[C@H](CCN1CCOCC1)C=1C=C(C=CC1)NC(CCC(=O)OC(C)(C)C)=O